FC1(CN(CC1)C1=C(C=NC=2NC3=C(C=C(C=C3C21)F)NC)C=2C=C1C(C(=CN(C1=NC2)CC)C(=O)O)=O)F 6-(4-(3,3-difluoropyrrolidin-1-yl)-6-fluoro-8-(methylamino)-9H-pyrido[2,3-b]indol-3-yl)-1-ethyl-4-oxo-1,4-dihydro-1,8-naphthyridine-3-carboxylic acid